7-(Trifluoromethyl)-1-(2-(trifluoromethyl)pyridin-3-yl)pyrido[2,3-d]pyrimidine-2,4(1H,3H)-dione FC(C=1C=CC2=C(N(C(NC2=O)=O)C=2C(=NC=CC2)C(F)(F)F)N1)(F)F